CN1N=C2C(C(=NC=C2)C2(CCC(CC2)NC2=CC=CC=3N2C=C(N3)C(F)(F)F)N)=C1 1-(2-methyl-2H-pyrazolo[4,3-c]pyridin-4-yl)-N4-(2-(trifluoromethyl)imidazo[1,2-a]pyridin-5-yl)cyclohexane-1,4-diamine